(±)-3-cyclopropyl-2-{4-[3-(4,5-dichloro-1-methyl-1H-indole-2-amido)oxetan-3-yl]phenyl}propanoic acid C1(CC1)C[C@@H](C(=O)O)C1=CC=C(C=C1)C1(COC1)NC(=O)C=1N(C2=CC=C(C(=C2C1)Cl)Cl)C |r|